NC1C(CCCC1)OC(C1=CC=CC=C1)=O benzoic acid 2-amino-cyclohexyl ester